FC(F)(F)OC(C(F)(F)F)F 1,2,2,2-Tetrafluoroethyl trifluoromethyl ether